C(C1=CC=CC=C1)(=O)ON=C(C=O)CC(CCCC)SC1=CC=CC=C1 4-(phenylthio)-1,2-octanedione 2-(O-benzoyloxime)